Cl.ClCCCN1CCN(CC1)CC#C 1-(3-Chloropropyl)-4-(prop-2-yn-1-yl)piperazine hydrochloride